C(C=C)(=O)OCC ethyl 2-propenoate